C(C=CC)C1N2C(=NC=3C=C(C=C(OC1)C32)C(=O)OC)NC(=O)C3=CC(=NN3CC)C methyl 3-(but-2-en-1-yl)-2-(1-ethyl-3-methyl-1H-pyrazole-5-carboxamido)-3,4-dihydro-5-oxa-1,2a-diazaacenaphthylene-7-carboxylate